5-bromo-7-fluoro-1H-1,3-benzodiazole BrC1=CC2=C(NC=N2)C(=C1)F